ClC1=CC=C(C(=N1)C=1C=NN(C1)C1CCN(CC1)C)NC(C)C=1C=2C3=C(N(C(C2C=C(C1)C)=O)CC)N(N=C3)[C@@H]3COCC3 9-(1-((6-chloro-2-(1-(1-methylpiperidin-4-yl)-1H-pyrazol-4-yl)pyridin-3-yl)amino)ethyl)-4-ethyl-7-methyl-3-((S)-tetrahydrofuran-3-yl)-3,4-dihydro-5H-pyrazolo[3,4-c]isoquinolin-5-one